N1CC(C1)N1CCC(CC1)OC=1C=C(C=CC1)S(=O)(=O)N1CCC(CC1)NC(OC(C)(C)C)=O tert-Butyl (1-((3-((1-(azetidin-3-yl)piperidin-4-yl)oxy)phenyl)sulfonyl)piperidin-4-yl)carbamate